CN1C(N(C2=C1C=C(C=C2)N2CC(C2)NC)C2C(NC(CC2)=O)=O)=O 3-{3-methyl-5-[3-(methylamino)azetidin-1-yl]-2-oxo-1,3-benzodiazol-1-yl}piperidine-2,6-dione